4-(6-bromo-3,5-dihydro-2H-4,1-benzoxazepin-1-yl)-5,6-difluoro-1H-quinazolin-2-one BrC1=CC=CC2=C1COCCN2C2=NC(NC1=CC=C(C(=C21)F)F)=O